COCC1=C(C=CC(=N1)C=1N=NN(C1NC(O[C@H](C)C=1C(=NC=CC1)Cl)=O)C)NS(=O)(=O)C (R)-1-(2-chloropyridin-3-yl)ethyl (4-(6-(methoxymethyl)-5-(methylsulfonamido)pyridin-2-yl)-1-methyl-1H-1,2,3-triazol-5-yl)carbamate